C(C)(C)[Si](C)(C)[C@@]1(C[C@H](O)[C@@H](CO)O1)N1C(=O)N=C(N)N=C1 (isopropyldimethylsilyl)-5-aza-2'-deoxycytidine